ClC1=C(C(=O)N[C@H](C(=O)O)CNC(=O)N[C@@H]2CCC3=CC=CC=C23)C(=CC=C1NC1CC2=CC=CC=C2CC1)Cl (2S)-2-(2,6-dichloro-3-(1,2,3,4-tetrahydronaphthalen-2-ylamino)benzamido)-3-(3-((R)-2,3-dihydro-1H-inden-1-yl)ureido)propanoic acid